N(=[N+]=[N-])CC1(OC2=C(C1)C=C(C(=C2[C@@H](C)N[S@](=O)C(C)(C)C)F)F)C (R)-N-((1R)-1-(2-(azidomethyl)-5,6-difluoro-2-methyl-2,3-dihydrobenzofuran-7-yl)ethyl)-2-methylpropan-2-sulfinamide